2,4-dichloro-1,5-dinitrobenzene ClC1=C(C=C(C(=C1)Cl)[N+](=O)[O-])[N+](=O)[O-]